2,2,2-Trifluoroethane-1-sulfonamide FC(CS(=O)(=O)N)(F)F